2-[[(9S)-7-[4-(7-azaspiro[3.5]nonan-2-yloxy)-2-fluoro-phenyl]-4,5,13-trimethyl-3-thia-1,8,11,12-tetrazatricyclo[8.3.0.02,6]trideca-2(6),4,7,10,12-pentaen-9-yl]methyl]oxazole C1C(CC12CCNCC2)OC2=CC(=C(C=C2)C=2C=1C(=C(SC1N1C(=NN=C1[C@@H](N2)CC=2OC=CN2)C)C)C)F